4-{(1S,3S)-3-[5-(2-chloro-4-fluorophenyl)-1,2,4-oxadiazol-3-yl]-2,2-dimethylcyclopropyl}benzenesulfonamide ClC1=C(C=CC(=C1)F)C1=NC(=NO1)[C@@H]1C([C@H]1C1=CC=C(C=C1)S(=O)(=O)N)(C)C